(R)-N-(1-(3-(1,1-difluoro-2-methoxyethyl)-5-nitrophenyl)ethyl)-2-(difluoromethyl)-6-(4-fluorotetrahydro-2H-pyran-4-yl)-7-methoxyquinazolin-4-amine FC(COC)(F)C=1C=C(C=C(C1)[N+](=O)[O-])[C@@H](C)NC1=NC(=NC2=CC(=C(C=C12)C1(CCOCC1)F)OC)C(F)F